BrC1=CC=C2C(=NC(=NN21)Cl)NCC=2SC=CC2F 7-bromo-2-chloro-N-((3-fluorothiophen-2-yl)methyl)pyrrolo[2,1-f][1,2,4]triazin-4-amine